Natrium sulphamat S(N)([O-])(=O)=O.[Na+]